C12NCC(C1N1C=C(C=3C(=NC=4C(=C(C(=CC4C31)CCC#N)C3=CC(=CC1=CC=CC=C31)O)F)OC[C@H]3N(CCC3)C)Cl)C2 3-(1-(2-azabicyclo[2.1.1]hex-5-yl)-3-chloro-6-fluoro-7-(3-hydroxynaphthalen-1-yl)-4-(((S)-1-methylpyrrolidin-2-yl)methoxy)-1H-pyrrolo[3,2-c]quinolin-8-yl)propionitrile